(1R,3S,5R)-2-(2-(3-acetyl-5-(2-methylpyrimidin-5-yl)-1H-pyrazolo[3,4-c]pyridin-1-yl)acetyl)-N-(2-bromo-5-fluoropyridin-4-yl)-5-methyl-2-azabicyclo[3.1.0]hexane-3-carboxamide C(C)(=O)C1=NN(C2=CN=C(C=C21)C=2C=NC(=NC2)C)CC(=O)N2[C@@H]1C[C@@]1(C[C@H]2C(=O)NC2=CC(=NC=C2F)Br)C